(4,6-dichloro-1H-indol-2-yl)(4,4-dimethyl-1,4-azasilinan-1-yl)methanone ClC1=C2C=C(NC2=CC(=C1)Cl)C(=O)N1CC[Si](CC1)(C)C